N[C@@H]1C=2C(=NC=CC2)CC12CCN(CC2)C=2N=CC(=NC2)SC2=CC=NC1=C2OCC2N1C(N(C2)CCO)=O 4-((5-((S)-5-amino-5,7-dihydrospiro[cyclopenta[b]pyridin-6,4'-piperidin]-1'-yl)pyrazin-2-yl)thio)-8-(2-hydroxyethyl)-6,6a,7,8-tetrahydro-9H-imidazo[1,5-d]pyrido[3,2-b][1,4]oxazin-9-one